(3-Phenylpropionyl)-DL-alanine C1(=CC=CC=C1)CCC(=O)N[C@@H](C)C(=O)O |r|